CC1=C(C=2N(C=C1C=1NC3=CC=C(C=C3C1C(C)C)C1CN(CCC1)CC(=O)N(C)C)N=CN2)C 2-(3-(2-(7,8-dimethyl-[1,2,4]triazolo[1,5-a]pyridin-6-yl)-3-isopropyl-1H-indol-5-yl)piperidin-1-yl)-N,N-dimethylacetamide